(6-hydroxy-5,7-diisopropyl-2,8-dimethylchroman-2-yl)(4-(2-hydroxyethyl)piperazin-1-yl)methanone OC=1C(=C2CCC(OC2=C(C1C(C)C)C)(C)C(=O)N1CCN(CC1)CCO)C(C)C